Naphthyl-2'-methyluridine C1(=CC=CC2=CC=CC=C12)[C@@]1([C@](O)([C@H](O)[C@@H](CO)O1)C)N1C(=O)NC(=O)C=C1